Difluoromethyl-selenium FC(F)[Se]